[Si](C)(C)(C(C)(C)C)O[C@H]1[C@H]2CN(C[C@@H](C1)C2)C2=NC(=NC1=C(C=C(C=C21)F)F)OCC21CC(CN1CC(C2)=C)=C ((1R,5R,6R)-6-((tert-butyldimethylsilyl)oxy)-3-azabicyclo[3.2.1]octan-3-yl)-2-((2,6-dimethylenetetrahydro-1H-pyrrolizin-7a(5H)-yl)methoxy)-6,8-difluoroquinazoline